NC(CC[C@@H](C(C)C)N1CC2(C1)CN(CC2)C=2N=CN=NC2OC2=C(C(=O)N(C(C)C)CC)C=C(C=C2)F)(C)C (S)-2-((5-(2-(6-amino-2,6-dimethylheptan-3-yl)-2,6-diazaspiro[3.4]octan-6-yl)-1,2,4-triazin-6-yl)oxy)-N-ethyl-5-fluoro-N-isopropylbenzamide